N-(5-chloro-4-(indolin-1-yl)pyrimidin-2-yl)-2-methoxy-6-methyl-5,6,7,8-tetrahydro-1,6-naphthyridin-3-amine ClC=1C(=NC(=NC1)NC=1C(=NC=2CCN(CC2C1)C)OC)N1CCC2=CC=CC=C12